1,3,6,8-tetrabromopyrene BrC1=CC(=C2C=CC3=C(C=C(C4=CC=C1C2=C34)Br)Br)Br